3-(1-amino-2-methylpropyl)-1-({3,4-difluoro-2-[(2-fluoro-4-iodophenyl)amino]phenyl}carbonyl)azetidin-3-ol trifluoroacetate salt FC(C(=O)O)(F)F.NC(C(C)C)C1(CN(C1)C(=O)C1=C(C(=C(C=C1)F)F)NC1=C(C=C(C=C1)I)F)O